1-(1,2,4-triazol-1-yl)butan-2-ol (s)-1-(Dimethylamino)propan-2-yl-(8-amino-7-fluoro-6-(8-methyl-2,3-dihydro-1H-pyrido[2,3-b][1,4]oxazin-7-yl)isoquinolin-3-yl)carbamate CN(C[C@H](C)N(C(=O)OC(CN1N=CN=C1)CC)C=1N=CC2=C(C(=C(C=C2C1)C1=C(C2=C(OCCN2)N=C1)C)F)N)C